F[C@H]1C[C@H](CC1)N (1S,3R)-3-fluorocyclopentan-1-amine